NC1=NC2=CC(=CC(=C2C(=C1)N[C@@H]1C[C@H](CC1)O)C)C1=NNC=C1 (1S,3S)-3-((2-Amino-5-methyl-7-(1H-pyrazol-3-yl)quinolin-4-yl)amino)cyclopentan-1-ol